ClC1=CC(=CC(=C1)S)S 1-Chloro-3,5-Dimercaptobenzene